((2R,3S,4R)-5-(4-aminopyrrolo[2,1-f][1,2,4]triazin-7-yl)-2-cyano-3,4-dihydroxytetrahydrofuran-2-yl)methyl ((R)-2-((3-cyano-5-fluorobenzyl)oxy) docosyl) hydrogen phosphate P(=O)(OC[C@]1(OC([C@@H]([C@@H]1O)O)C1=CC=C2C(=NC=NN21)N)C#N)(OC[C@@H](CCCCCCCCCCCCCCCCCCCC)OCC2=CC(=CC(=C2)F)C#N)O